FC1=C(C=C(C(=C1)C(F)(F)F)F)NS(=O)(=O)C1=CNC(=C1)C1=NC=CC=C1F N-[2,5-difluoro-4-(trifluoromethyl)phenyl]-5-(3-fluoro-2-pyridyl)-1H-pyrrole-3-sulfonamide